ClC1=C(C(=CC=C1)[N+](=O)[O-])C=CC 1-Chloro-3-nitro-2-(propa-1-en-1-yl)benzene